ethyl 2,6-dimethyl-1-((2-(trimethylsilyl)ethoxy)methyl)-1H-thieno[2,3-d]imidazole-5-carboxylate CC=1N(C2=C(N1)SC(=C2C)C(=O)OCC)COCC[Si](C)(C)C